4-((1R,3s,5S,6r)-6-(1-isopropyl-3-(o-tolyl)-1H-pyrazol-5-yl)bicyclo[3.1.0]hexane-3-yl)-1,4-oxaazepane C(C)(C)N1N=C(C=C1C1[C@H]2CC(C[C@@H]12)N1CCOCCC1)C1=C(C=CC=C1)C